OC(CC1=CC(=C(C=N1)C1=NC=C2C=C(N=CC2=C1)C1(CC1)C(=O)N)C)(C)C (7-(6-(2-hydroxy-2-methylpropyl)-4-methylpyridin-3-yl)-2,6-naphthyridin-3-yl)cyclopropanecarboxamide